2-benzyl-2-azaspiro[3.3]heptan-6-yl (2R,5S)-4-(5-fluoropyrimidin-2-yl)-2,5-dimethylpiperazine-1-carboxylate FC=1C=NC(=NC1)N1C[C@H](N(C[C@@H]1C)C(=O)OC1CC2(CN(C2)CC2=CC=CC=C2)C1)C